1-(3-difluoromethyl-2-fluorophenyl)ethylamine hydrochloride Cl.FC(C=1C(=C(C=CC1)C(C)N)F)F